FC(S(=O)(=O)OC=1C=C2N(N1)CC[C@]21CN(CC1)C(NC(C)(C)C1=NC=CC=C1)=O)(F)F (3R)-1-{[2-(pyridin-2-yl)propan-2-yl]carbamoyl}-5',6'-dihydrospiro[pyrrolidine-3,4'-pyrrolo[1,2-b]pyrazol]-2'-yl trifluoromethanesulfonate